B(OCCF)(OCCF)OCCF tris(2-fluoroethyl) borate